NC=1C=CC(=C2CN(C(C12)=O)C/C(/C#N)=C/C=1C=NN(C1)C)C1=CC=C2C=NN(C2=C1)C (Z)-2-[[7-amino-4-(1-methylindazol-6-yl)-1-oxo-isoindolin-2-yl]methyl]-3-(1-methylpyrazol-4-yl)prop-2-enenitrile